SC1=C2C=CC(C(=C3C=CC(=C(C=4C=CC(=C(C5=CC=C1N5)S)N4)S)N3)S)=N2 tetra-mercaptoporphyrin